2,3-diethylsuccinic acid C(C)C(C(=O)O)C(C(=O)O)CC